2-fluoro-6-methyl-N-[3-(prop-2-ynylamino)propyl]-4-[[3-[1-prop-2-ynyl-3-(trifluoromethyl)pyrazol-4-yl]imidazo[1,2-a]pyrazin-8-yl]amino]benzamide FC1=C(C(=O)NCCCNCC#C)C(=CC(=C1)NC=1C=2N(C=CN1)C(=CN2)C=2C(=NN(C2)CC#C)C(F)(F)F)C